CN([C@@H](C(C)C)C(=O)O)C(=O)[C@@H]1[C@H](N(CC1)C=1SC=CN1)COS(=O)(=O)C1=CC=C(C)C=C1 N-methyl-N-((2S,3S)-1-(thiazol-2-yl)-2-((tosyloxy)methyl)pyrrolidine-3-carbonyl)-L-valine